C(C)OC(C(N1CCC(CC1)NCCCCC1=NC=2NCCCC2C=C1)C1=CC=CC=C1)=O 2-phenyl-2-(4-(4-(5,6,7,8-tetrahydro-1,8-naphthyridin-2-yl)butylamino)piperidin-1-yl)acetic acid ethyl ester